2-[4-(4-Chlorophenoxy)-2-(trifluoromethyl)phenyl]-1-(1H-1,2,4-triazol-1-yl)pentane-2-ol ClC1=CC=C(OC2=CC(=C(C=C2)C(CN2N=CN=C2)(CCC)O)C(F)(F)F)C=C1